1-[(3R,4R)-1-cyclooctylmethyl-3-hydroxymethyl-4-piperidinyl]-3-ethyl-1,3-dihydro-2H-benzimidazol-2-one C1(CCCCCCC1)CN1C[C@H]([C@@H](CC1)N1C(N(C2=C1C=CC=C2)CC)=O)CO